FC=1C(=NC=CC1)[C@@H]1[C@H](C1)C1N(C(=CC=C1)C)C1=CC=NC=C1C ((1S,2S)-2-(3-fluoropyridin-2-yl)cyclopropyl)-5',6-dimethyl-2H-[1,4'-bipyridin]